ClC1=NNC2=NC=CC(=C21)C=2C(=NN1C2OCC(C1)(F)F)C1=CC=C(C=C1)F 3-(3-Chloro-1H-pyrazolo[3,4-b]pyridin-4-yl)-6,6-difluoro-2-(4-fluorophenyl)-6,7-dihydro-5H-pyrazolo[5,1-b][1,3]oxazine